CN(C1=CC(=NC=N1)NC(C(=O)O)CCCCCCCC1=NC=2NCCCC2C=C1)C 2-((6-(dimethylamino)pyrimidin-4-yl)amino)-9-(5,6,7,8-tetrahydro-1,8-naphthyridin-2-yl)nonanoic acid